FC1=C(C=CC2=C1CNS2(=O)=O)NC2=NNC(=C2)[C@H]2C[C@H](CC2)N2N=CC(=CC2=O)C(C)C cis-2-(3-(3-((4-fluoro-1,1-dioxido-2,3-dihydrobenzo[d]isothiazol-5-yl)amino)-1H-pyrazol-5-yl)cyclopentyl)-5-isopropylpyridazin-3(2H)-one